(S)-2-((1-(tert-butoxycarbonyl)piperidin-4-ylidene)methyl)-1-(oxetan-2-ylmethyl)-1H-Benzo[d]imidazole-6-carboxylate C(C)(C)(C)OC(=O)N1CCC(CC1)=CC1=NC2=C(N1C[C@H]1OCC1)C=C(C=C2)C(=O)[O-]